CN(C1=CC=C(C=N1)C1=CC=C(C=C1)C=1C=C2C(=CN(C=C2)CC(CF)O)N1)C 1-(2-(4-(6-(dimethylamino)pyridin-3-yl)phenyl)-6H-pyrrolo[2,3-c]pyridin-6-yl)-3-fluoropropan-2-ol